3-amino-N-butylphthalimide NC1=C2C(C(=O)N(C2=O)CCCC)=CC=C1